FC1=C(C=C(C=C1)F)C1=NN(C(S1)(C1=CC=CC=C1)CCCNC(OC(C)(C)C)=O)C(N(C)CCOCCOCCCO)=O tert-butyl N-[3-[5-(2,5-difluorophenyl)-3-[2-[2-(3-hydroxypropoxy) ethoxy]ethyl-methyl-carbamoyl]-2-phenyl-1,3,4-thiadiazol-2-yl]propyl]carbamate